ClC=1C(=CC2=C(NC(=N2)O[C@H]2[C@@H]3[C@H](OC2)[C@@H](CO3)O)C1)C1=CC=C(C=C1)C1=CC=C(C=C1)CNC(CO)CO 2-(((4'-(6-chloro-2-(((3R,3aR,6R,6aR)-6-hydroxyhexahydrofuro[3,2-b]furan-3-yl)oxy)-1H-benzo[d]imidazol-5-yl)-[1,1'-biphenyl]-4-yl)methyl)amino)propane-1,3-diol